amino-thiazole NC=1SC=CN1